Cl.Cl.NC1=C(C(=O)O)C=C(C=N1)C1=CC=C(C=C1)[C@@]12CN(C[C@H]2C1)C1CCOCC1 2-amino-5-(4-((1r,5s)-3-(tetrahydro-2H-pyran-4-yl)-3-azabicyclo[3.1.0]hex-1-yl)phenyl)nicotinic acid dihydrochloride